OCC(C(=O)NC)OC1=CC=C2C(=CC(OC2=C1)=O)C1=C(C=CC=C1)C 3-hydroxy-N-methyl-2-((2-oxo-4-(o-tolyl)-2H-chromen-7-yl)oxy)propanamide